α,3-dimethylstyrene CC(=C)C1=CC(=CC=C1)C